NC=1N=C(SC1C(=O)C1=CC(=NO1)C(=O)NC=1C=NC=NC1)N(C1=CC=C(C=C1)F)[C@@H](C(=O)N)C |r| rac-5-[4-amino-2-(N-(2-amino-1-methyl-2-oxo-ethyl)-4-fluoro-anilino)thiazole-5-carbonyl]-N-pyrimidin-5-yl-isoxazole-3-carboxamide